ClC1=NN2C(C(=N1)NC=1N=CN(C1)C1=CC=C(C=C1)O)=CC=C2 4-(4-((2-chloropyrrolo[2,1-f][1,2,4]triazin-4-yl)amino)-1H-imidazol-1-yl)phenol